N1(N=CN=C1)CC1CC2(CNC3=NC=C(C(=C32)Cl)C=3C(=C(C(=O)N(C)C)C(=CC3)N)F)CC1 3-(3-((1H-1,2,4-Triazol-1-yl)methyl)-4'-chloro-1',2'-dihydrospiro[cyclopentane-1,3'-pyrrolo[2,3-b]pyridin]-5'-yl)-6-amino-2-fluoro-N,N-dimethylbenzamide